N1=C(C=CC=C1)C=1SC2=C(N1)C=CC=C2 2-Pyridin-2-yl-benzothiazole